3,6-dichloro-4-isopropylpyridazine ClC=1N=NC(=CC1C(C)C)Cl